(S)-2-(2,6-DIOXOPIPERIDIN-3-YL)-4-((2-FLUORo-4-((3-MORPHOLINOAZETIDIN-1-YL)METHYL)BENZYL)AMINO)-ISOINDOLIN-1,3-DION O=C1NC(CC[C@@H]1N1C(C2=CC=CC(=C2C1=O)NCC1=C(C=C(C=C1)CN1CC(C1)N1CCOCC1)F)=O)=O